(5-chloro-3-(difluoromethyl)-1-(2,4-difluorophenyl)-1H-pyrazol-4-yl)methanol ClC1=C(C(=NN1C1=C(C=C(C=C1)F)F)C(F)F)CO